FC1=C(C=CC2=C1N=CS2)NC2=C1C(=NC=C2)SC(=C1)[C@H]1[C@H](NCCC1)C 4-Fluoro-N-(2-((2R,3R)-2-methylpiperidin-3-yl)thieno[2,3-b]pyridin-4-yl)benzo[d]thiazol-5-amine